phenyl 2-acetamido-2-deoxy-β-D-glucopyranoside C(C)(=O)N[C@H]1[C@H](OC2=CC=CC=C2)O[C@@H]([C@H]([C@@H]1O)O)CO